2-(5-Phenyl-1H-imidazol-2-yl)-4-(1-(piperidin-4-yl)-1H-pyrazol-4-yl)pyridine trifluoroacetate salt FC(C(=O)O)(F)F.C1(=CC=CC=C1)C1=CN=C(N1)C1=NC=CC(=C1)C=1C=NN(C1)C1CCNCC1